CSC1=C(C=CC=C1)C1=NNC(=C1O)C 3-(2-(methylthio)phenyl)-5-methyl-pyrazol-4-ol